C1(=CC=CC=C1)C1=CC=CC2=CC=CC=C12 4-phenylnaphthalen